3-bromo-2-(4-chloro-2-fluoro-phenyl)-6-[2-(1-methylpyrazol-4-yl)morpholino]isonicotinic acid methyl ester COC(C1=C(C(=NC(=C1)N1CC(OCC1)C=1C=NN(C1)C)C1=C(C=C(C=C1)Cl)F)Br)=O